2-amino-6-chloropyridin-3-ol NC1=NC(=CC=C1O)Cl